(phenyldibenzoselenophenyl)(triphenyleneyl)benzene C1(=CC=CC=C1)C1=C(C2=C([Se]C3=C2C=CC=C3)C=C1)C1=C(C=CC=C1)C1=CC=CC=3C2=CC=CC=C2C2=CC=CC=C2C13